Cl.Cl.S(=O)(=O)(O)C(C(=O)O)CC(=O)O sulfosuccinate dihydrochloride